FC1=CC2=C(N(CN=C2N2[C@H](CNCC2)C)C=2C(=NC=CC2C)C(C)C)N=C1C1=C(C=CC=C1O)F 6-fluoro-7-(2-fluoro-6-hydroxyphenyl)-4-[(2S)-2-methylpiperazin-1-yl]-1-[4-methyl-2-(propan-2-yl)pyridin-3-yl]pyrido[2,3-d]pyrimidin